1-(((3R,4R)-1-acryloyl-4-methoxypyrrolidin-3-yl)methyl)-7-((1-methyl-1H-pyrazol-4-yl)amino)-3-phenyl-3,4-dihydropyrimido[4,5-d]pyrimidin-2(1H)-one C(C=C)(=O)N1C[C@@H]([C@H](C1)OC)CN1C(N(CC=2C1=NC(=NC2)NC=2C=NN(C2)C)C2=CC=CC=C2)=O